C(C1=CC=CC=C1)(C1=CC=CC=C1)(C1=CC=CC=C1)N1C=NC(=C1)CCCCCCCC(=O)O 8-(1-tritylimidazol-4-yl)octanoic Acid